2,2,7-trifluorobenzo[d][1,3]dioxol-4-ol FC1(OC2=C(O1)C(=CC=C2O)F)F